BrC1=CC2=C(OC(=C2CO)C)C2=C1OC(=C2)C (5-bromo-2,7-dimethylbenzo[1,2-b:3,4-b']difuran-3-yl)methanol